tert-Butyl 7-((5-(2-Fluoroethoxy)pyridin-2-yl)methoxy)-3,4-dihydro-isoquinoline-2(1H)-carboxylate FCCOC=1C=CC(=NC1)COC1=CC=C2CCN(CC2=C1)C(=O)OC(C)(C)C